Cl.O=C1[C@]2(CC3(CC3)N1)CN[C@@H](C2)C(=O)N (5R,8S)-10-oxo-7,11-diazadispiro[2.1.45.23]undecane-8-carboxamide hydrochloride